ClC=1C=C2C(=NC=NC2=C(C1C1=C(C=CC=C1O)F)F)N1[C@H](CN(CC1)C(C=C)=O)CC 1-((3S)-4-(6-chloro-8-fluoro-7-(2-fluoro-6-hydroxy-phenyl)quinazolin-4-yl)-3-ethyl-piperazin-1-yl)prop-2-en-1-one